HYDROXYETHYL-3,4-METHYLENEDIOXY-ANILINE HCl Cl.OCCNC1=CC2=C(C=C1)OCO2